CC1CS(C1)(=O)=O 3-methyl-1,1-dioxo-thietan